[N+](=O)([O-])C1=C(C=CC(=C1)C(F)(F)F)N1C(COCC1)=O 4-(2-nitro-4-trifluoromethyl-phenyl)-3-morpholone